ClC=1C=C(C=NC1)C=1CN(C[C@@H](C1)C)CC1(COC1)O (R)-3-((5'-chloro-5-methyl-5,6-dihydro-[3,3'-bipyridin]-1(2H)-yl)methyl)oxetan-3-ol